6-(4-(tert-butyl)phenoxy)pyridin-3-amine monohydrochloride Cl.C(C)(C)(C)C1=CC=C(OC2=CC=C(C=N2)N)C=C1